C(C)(C)(C)OC(=O)N1C[C@H](NCC1)COC1=C2C(=NC(N(C2=CC(=C1Cl)Br)C=1C(=NC=CC1)C(C)C)=O)O (S)-3-(((7-bromo-6-chloro-4-hydroxy-1-(2-isopropylpyridin-3-yl)-2-oxo-1,2-dihydroquinazolin-5-yl)oxy)methyl)piperazine-1-carboxylic acid tert-butyl ester